BrC1=CC=C(C=C1)CC(F)F 1-bromo-4-(2,2-difluoroethyl)benzene